FC1=C(C=C(C(=C1)N1[C@H](CCC1)COC1=NC=CC=C1C)F)C(CC(=O)OCC)=O ethyl 3-[2,5-difluoro-4-[(2R)-2-[[(3-methylpyridin-2-yl)oxy]methyl]pyrrolidin-1-yl]phenyl]-3-oxopropanoate